FC1=C(C=CC(=C1F)OC)C1=CN=C(N1C)C(=O)NC1=CC(=C(C=C1)C(=O)N1CCN(CC1)C(CCN(C)C)=O)C 5-(2,3-difluoro-4-methoxy-phenyl)-N-[4-[4-[3-(dimethylamino)propionyl]Piperazine-1-carbonyl]-3-methyl-phenyl]-1-methyl-imidazole-2-carboxamide